tert-butyl (6-fluoro-2,4-bis((4-methoxybenzyl)sulfonyl)-9H-pyrimido[4,5-b]indol-8-yl)(methyl)carbamate FC=1C=C2C3=C(NC2=C(C1)N(C(OC(C)(C)C)=O)C)N=C(N=C3S(=O)(=O)CC3=CC=C(C=C3)OC)S(=O)(=O)CC3=CC=C(C=C3)OC